C1(CCC1)NC(=O)OC(C(F)(F)F)C=1C=CC(=C(C1)C1=CC=C(C=C1)OC)F 5'-(1-((cyclobutylcarbamoyl)oxy)-2,2,2-trifluoroethyl)-2'-fluoro-4-methoxy-[1,1'-biphenyl]